(2S)-1-((4R,7S)-7-((2R,3S,4R,6E,9E,11R,12R)-12-benzyl-3,11-dihydroxy-4-methyltetradeca-6,9-dien-2-yl)-2-hydroxy-4-methyl-3-oxooxepane-2-carbonyl)piperidine-2-carboxylic acid C(C1=CC=CC=C1)[C@H]([C@H](/C=C/C/C=C/C[C@H]([C@@H]([C@@H](C)[C@@H]1CC[C@H](C(C(O1)(C(=O)N1[C@@H](CCCC1)C(=O)O)O)=O)C)O)C)O)CC